2-((4-chloro-2-fluorobenzyl)oxy)-6-(piperidin-4-yl)pyridine hydrochloric acid salt Cl.ClC1=CC(=C(COC2=NC(=CC=C2)C2CCNCC2)C=C1)F